OC1(C(OC2=CC=CC=C2C1=O)(C1=CC=C(C=C1)OC)O)O trihydroxy-4'-methoxyflavanone